ClC1=NC(=C2N(C=NC2=N1)C1CCC1)N1CC2CCC(C1)N2C(=O)OC(C)(C)C tert-Butyl 3-(2-chloro-7-cyclobutyl-7H-purin-6-yl)-3,8-diazabicyclo[3.2.1]octane-8-carboxylate